2-methyl-1,3-butylene Glycol CC(CO)C(C)O